FC(C1=CC(=NN1)C1=NC2=CC=C3C(=C2C=2CCCCC12)C=NN3)(F)F 7-(5-(trifluoromethyl)-1H-pyrazol-3-yl)-8,9,10,11-tetrahydro-3H-pyrazolo[4,3-a]phenanthridine